1-(tert-butyl) 2-methyl (2S,4S)-4-(benzyloxy)pyrrolidine-1,2-dicarboxylate C(C1=CC=CC=C1)O[C@H]1C[C@H](N(C1)C(=O)OC(C)(C)C)C(=O)OC